(R)-4-(7-bromo-6-chloro-3-cyano-8-fluoro-1-(((S)-1-methylpyrrolidin-2-yl)methyl)-2-oxo-1,2-dihydroquinolin-4-yl)-2-methylpiperazine-1-carboxylic acid tert-butyl ester C(C)(C)(C)OC(=O)N1[C@@H](CN(CC1)C1=C(C(N(C2=C(C(=C(C=C12)Cl)Br)F)C[C@H]1N(CCC1)C)=O)C#N)C